(S)-2-(4-bromophenylsulphonamido)-3-(1H-indol-3-yl)-N-isopropylpropionamide BrC1=CC=C(C=C1)S(=O)(=O)N[C@H](C(=O)NC(C)C)CC1=CNC2=CC=CC=C12